(1S)-N-[(1S)-1-{5-[4-(2-Azetidin-1-ylpyrimidin-5-yl)phenyl]-1,3-oxazol-2-yl}-7-oxononyl]-6-ethyl-6-azaspiro[2.5]octan-1-carboxamid N1(CCC1)C1=NC=C(C=N1)C1=CC=C(C=C1)C1=CN=C(O1)[C@H](CCCCCC(CC)=O)NC(=O)[C@H]1CC12CCN(CC2)CC